2-(3-(2'-oxo-2',3'-dihydro-1'H-spiro[piperidine-4,4'-quinazolin]-1-yl)propanamido)propane O=C1NC2=CC=CC=C2C2(N1)CCN(CC2)CCC(=O)NC(C)C